C1=CC=C(C=C1)CCOC(=O)/C=C/C2=CC(=C(C=C2)O)O The molecule is an alkyl caffeate ester in which 2-phenylethyl is the alkyl component. It has a role as an antineoplastic agent, an anti-inflammatory agent, an immunomodulator, a metabolite, an antioxidant, a neuroprotective agent, an antiviral agent and an antibacterial agent.